5-(4-methylphenyl)-2-furoyl chloride CC1=CC=C(C=C1)C1=CC=C(O1)C(=O)Cl